NCC(CN1N=CN(C1=O)C1=NC=CC(=C1)C=1C=NN(C1)CC)=C(F)F 2-[2-(aminomethyl)-3,3-difluoro-allyl]-4-[4-(1-ethylpyrazol-4-yl)-2-pyridyl]-1,2,4-triazol-3-one